FC=1C(=NC(=NC1)NC1=NC=C(C=C1)CN1CCN(CC1)C1COC1)C1=CC2=C(N=C3COCC(N32)C)C(=C1)F 5-fluoro-4-(9-fluoro-4-methyl-3,4-dihydro-1H-benzo[4,5]imidazo[2,1-c][1,4]oxazin-7-yl)-N-(5-((4-(oxetan-3-yl)piperazin-1-yl)methyl)pyridin-2-yl)pyrimidin-2-amin